ICCC1=CC2=CC=CC=C2C=C1 2-(2-iodoethyl)naphthalene